ClC=1C=CC(=C(C1)C1=NC=2C(=NC(=CC2C)N2C[C@H]3CC[C@@H](C2)N3)N1C1=CC=NC=C1)F (1R,5S)-3-[2-(5-chloro-2-fluorophenyl)-7-methyl-3-(pyridin-4-yl)-3H-imidazo[4,5-b]pyridin-5-yl]-3,8-diazabicyclo[3.2.1]octane